(S)-2-(2-(pyrrolidin-2-yl)phenyl)propan-2-ol N1[C@@H](CCC1)C1=C(C=CC=C1)C(C)(C)O